[Cl-].C(C=C)[N+](C)(C)CC=C Di-Allyl-di-methyl-ammonium chloride